4-((cis-3-Fluoro-1-(3-methoxybenzyl)piperidin-4-yl)amino)-N-methyl-1H-pyrrolo[2,3-b]pyridine-5-carboxamide F[C@@H]1CN(CC[C@@H]1NC1=C2C(=NC=C1C(=O)NC)NC=C2)CC2=CC(=CC=C2)OC